C1(CC1)C1=CC(=NN1)NC1=CC(=NC(=N1)N(C1CCC(CC1)NC(CC1=CC(=CC=C1)C(F)(F)F)=O)C)C(=O)OC methyl 6-((5-cyclopropyl-1H-pyrazol-3-yl)amino)-2-(methyl((1R,4R)-4-(2-(3-(trifluoromethyl)phenyl)acetamido)cyclohexyl)amino)pyrimidine-4-carboxylate